NC=1NC(C=2N=CN(C2N1)[C@@H]1O[C@@H]([C@H]([C@H]1OCN=[N+]=[N-])O)CO)=O 2-amino-9-((2R,3R,4R,5R)-3-(azidomethoxy)-4-hydroxy-5-(hydroxymethyl)tetrahydrofuran-2-yl)-1,9-dihydro-6H-purin-6-one